ClC1=C2C(=NC(=C1)Cl)SC(=C2)C=O 4,6-dichlorothieno[2,3-b]pyridine-2-carbaldehyde